B([O-])([O-])[O-].C(CCCCCCCCCCC)C1=C(C(=C(C(=C1[N+](C1=CC=C(C=C1)Cl)(C1=CC=C(C=C1)Cl)C1=CC=C(C=C1)Cl)CCCCCCCCCCCC)CCCCCCCCCCCC)Cl)CCCCCCCCCCCC.C(CCCCCCCCCCC)C1=C(C(=C(C(=C1[N+](C1=CC=C(C=C1)Cl)(C1=CC=C(C=C1)Cl)C1=CC=C(C=C1)Cl)CCCCCCCCCCCC)CCCCCCCCCCCC)Cl)CCCCCCCCCCCC.C(CCCCCCCCCCC)C1=C(C(=C(C(=C1[N+](C1=CC=C(C=C1)Cl)(C1=CC=C(C=C1)Cl)C1=CC=C(C=C1)Cl)CCCCCCCCCCCC)CCCCCCCCCCCC)Cl)CCCCCCCCCCCC tetradodecyl-tetrakis(4-chlorophenyl)ammonium borate